3-cyclobutyl-2,2-dimethylpropionic acid C1(CCC1)CC(C(=O)O)(C)C